C1=CC(=CC=2C3=CC=CC=C3NC12)C(=CC(=O)N(C)C)C1=CC=CC=C1 3-(9H-carbazol-3-yl)-N,N-dimethyl-3-phenylacrylamide